OC1OCCOC1 hydroxy-1,4-dioxane